(S)-3-(3-(4-hydroxy-1-methyl-2-oxo-1,2-dihydropyridin-3-yl)ureido)-3-(3-(4-methylbenzyl)phenyl)propanoic acid OC1=C(C(N(C=C1)C)=O)NC(N[C@@H](CC(=O)O)C1=CC(=CC=C1)CC1=CC=C(C=C1)C)=O